C12CSCC(CC1)N2C2=C(C=C(C=C2F)N2C(O[C@H](C2)CN)=O)F (5S)-3-(4-(3-thia-8-aza-bicyclo[3.2.1]oct-8-yl)-3,5-difluorophenyl)-5-(aminomethyl)oxazolidin-2-one